7-deaza-2'-O,4'-C-methyleneadenosine 7-hydroxyheptyl-2-octyldecanoate OCCCCCCCC(C(=O)OC[C@]12[C@H]([C@H]([C@@H](O1)N1C=CC=3C(N)=NC=NC13)OC2)O)(CCCCCCCC)CCCCCCCC